CC(C=C)(CCCCCCCCCCOC1OCCCC1)O 3-methyl-13-((tetrahydro-2H-pyran-2-yl)oxy)tridec-1-en-3-ol